ClC1=C(C(=CC=C1C(NC1=NN=NN1C)=O)OC(F)(F)F)CC(=O)OC(C)(C)C tert-butyl 2-[2-chloro-3-[(1-methyltetrazol-5-yl)carbamoyl]-6-(trifluoromethoxy)phenyl]acetate